C(C1=CC=CC=C1)OC1=NC(=CC=C1C1=NN(C2=C(C(=CC=C12)N1CCC(CC1)CN1CCN(CC1)C(=O)OC(C)(C)C)F)C)OCC1=CC=CC=C1 Tert-butyl 4-[[1-[3-(2,6-dibenzyloxy-3-pyridyl)-7-fluoro-1-methyl-indazol-6-yl]-4-piperidyl] methyl]piperazine-1-carboxylate